N[C@H]1CCC2=CC(=CC=C12)N1C(=NC=2C1=NC(=CC2)C(F)(F)F)C=2C(=NC=CC2)N (S)-3-(3-(1-amino-2,3-dihydro-1H-inden-5-yl)-5-(trifluoromethyl)-3H-imidazo[4,5-b]pyridin-2-yl)pyridin-2-amine